C1(CC1)C1=C(C=C(C(=C1)CN1CCC2(CN(C(O2)=O)C2=CC=C(C(=O)OC(C)(C)C)C=C2)CC1)OCC)C1=CC=C(C=C1)F tert-butyl 4-(8-((2-cyclopropyl-5-ethoxy-4'-fluoro-[1,1'-biphenyl]-4-yl)methyl)-2-oxo-1-oxa-3,8-diazaspiro[4.5]decan-3-yl)benzoate